COC(=O)C1=C(SC2=C1C=CC(=C2)O)N(CC2=CC=C(C=C2)C(C)C)C(C)=O 2-[acetyl-(4-isopropylbenzyl)amino]-6-hydroxy-1-benzothiophene-3-carboxylic acid methyl ester